NC1=C(C(=NC=N1)C=1C(=C(C=C(C1)F)NC(C1=C(C=C(C=C1)C1CC1)F)=O)C)OC1CN(C1)C(C#C)=O N-(3-(6-Amino-5-((1-propioloylazetidin-3-yl)oxy)pyrimidin-4-yl)-5-fluoro-2-methylphenyl)-4-cyclopropyl-2-fluorobenzamide